p-Nitrophenyl 3,6-di-O-(α-D-mannopyranosyl)-α-D-mannopyranoside [C@H]1([C@@H](O)[C@@H](O)[C@H](O)[C@H](O1)CO)O[C@@H]1[C@@H]([C@@H](OC2=CC=C(C=C2)[N+](=O)[O-])O[C@@H]([C@H]1O)CO[C@@H]1[C@@H](O)[C@@H](O)[C@H](O)[C@H](O1)CO)O